FC=1C=C(C=CC1F)C1=NN(C(=C1)O)C=1SC=C(N1)C(=O)OCOC(C(C)C)=O (isobutyryloxy)methyl 2-(3-(3,4-difluorophenyl)-5-hydroxy-1H-pyrazol-1-yl)thiazole-4-carboxylate